N[C@@H](CC(=O)OC)C1=CC=CC=C1 methyl (S)-3-amino-3-phenylpropanoate